ClC1=C(C=C(C(=O)OC)C=C1)C1(COC1)O Methyl 4-chloro-3-(3-hydroxyoxetane-3-yl)benzoate